N-(3,3-difluorocyclobutyl)-5-(2-(ethylamino)-7H-pyrrolo[2,3-d]pyrimidin-5-yl)pyrazolo[1,5-a]pyridine-3-carboxamide FC1(CC(C1)NC(=O)C=1C=NN2C1C=C(C=C2)C2=CNC=1N=C(N=CC12)NCC)F